CC1OC2(OC1)CC1=C(C=C(S1)N(CC1=CC=C(C=C1)C(C)C)C(C)=O)CC2 Methyl-2-[acetyl(4-isopropylbenzyl)amino]-4,7-dihydro-5H-spiro[1-benzothiophene-6,2'-[1,3]dioxolane]